NC=CCC1=NC(=C2NC=NC2=N1)N aminoallyl-adenine